1-(5-fluorobenzofuran-6-yl)-2-(methylamino)propan-1-one FC=1C(=CC2=C(C=CO2)C1)C(C(C)NC)=O